methyl ((2,6-dihydroxy-5'-methyl-4-pentyl-2'-(prop-1-en-2-yl)-1',2',3',4'-tetrahydro-[1,1'-biphenyl]-3-yl)sulfonyl)alaninate OC1=C(C(=CC(=C1S(=O)(=O)N[C@@H](C)C(=O)OC)CCCCC)O)C1C(CCC(=C1)C)C(=C)C